2-fluoro-4-(methylamino)-5-nitrobenzoic acid methyl ester COC(C1=C(C=C(C(=C1)[N+](=O)[O-])NC)F)=O